8-(1-((2S,4S)-2-(cyanomethyl)piperidin-4-yl)-6-fluoro-8-methyl-4-(((S)-1-methylpyrrolidin-2-yl)methoxy)-1H-pyrazolo[4,3-c]quinolin-7-yl)-1-naphthonitrile bis(2,2,2-trifluoroacetate) FC(C(=O)O)(F)F.FC(C(=O)O)(F)F.C(#N)C[C@H]1NCC[C@@H](C1)N1N=CC=2C(=NC=3C(=C(C(=CC3C21)C)C=2C=CC=C1C=CC=C(C21)C#N)F)OC[C@H]2N(CCC2)C